1,2-distearyl-sn-glycero-3-phosphoethanolamine C(CCCCCCCCCCCCCCCCC)OC[C@@H](OCCCCCCCCCCCCCCCCCC)COP(=O)(O)OCCN